COC(=O)C1=CC2=C(N(CC(N(S2)CC2=CC=C(C=C2)OC)(CC)CCCC)C2=CC=CC=C2)C=C1S(=O)(=O)C.CN(N=NC1=CC=CC=C1)C 4-(dimethylaminoazo)benzene Methyl-3-butyl-3-ethyl-2-(4-methoxybenzyl)-7-(methylsulfonyl)-5-phenyl-2,3,4,5-tetrahydro-1,2,5-benzothiadiazepine-8-carboxylate